2,4-dihydrophthalic anhydride C1(C2C(C(=O)O1)CCC=C2)=O